2-(5,6-difluoro-2-(((6-methoxy-5-(3-(trimethylammonio)propoxy)benzo[d]thiazol-2-yl)methyl)carbamoyl)-2,3-dihydro-1H-inden-2-yl)acetate FC=1C=C2CC(CC2=CC1F)(C(NCC=1SC2=C(N1)C=C(C(=C2)OC)OCCC[N+](C)(C)C)=O)CC(=O)[O-]